tert-butyl [(1R)-1-(2-bromo-5-chlorophenyl)ethyl]carbamate BrC1=C(C=C(C=C1)Cl)[C@@H](C)NC(OC(C)(C)C)=O